C12COCC(CC1)N2CC(=O)NC=2C=C(C(=NC2)C)NC(=O)C=2C=NN1C2SC(=C1)C=1C=NN(C1)C N-(5-(2-(3-oxa-8-azabicyclo[3.2.1]octan-8-yl)acetamido)-2-methylpyridin-3-yl)-2-(1-methyl-1H-pyrazol-4-yl)pyrazolo[5,1-b]thiazole-7-carboxamide